C(C)(C)(C)OC(NC1CCN(CC1)C=1C(=NC=CC1C=O)OC)=O (4'-Formyl-2'-methoxy-3,4,5,6-tetrahydro-2H-[1,3']bipyridinyl-4-yl)-carbamic acid tert-butyl ester